OC(COCC1(COC1)CC)C 2-Hydroxypropyl(3-ethyl-3-oxetanylmethyl)ether